C(C)N1C(=NC=2C1=NC=C(C2)C#CC2=NN(C(=C2C(=O)N)NC)[C@@H]2CN([C@H](C2)COC)C(C=C)=O)C 3-(2-[3-ethyl-2-methylimidazo[4,5-b]pyridin-6-yl]ethynyl)-1-[(3s,5r)-5-(methoxymethyl)-1-(prop-2-enoyl)pyrrolidin-3-yl]-5-(methylamino)pyrazole-4-carboxamide